((2-methoxyethyl)amino)pyrimidin COCCNC1=NC=CC=N1